OC1(OCC(C=C1)=O)CC1=C(C(=O)O)C=CC(=C1)OC.COC(C1=CC=C(C=C1)OC)=O methyl-4-methoxybenzoate ((2-hydroxy-5-oxo-5,6-dihydro-2H-pyran-2-yl) methyl 4-methoxy benzoate)